1-(4-((4-((2-fluoro-4-((2-(oxetan-3-ylamino)pyridin-4-yl)oxy)phenyl)amino)-7-(methoxy-d3)quinazolin-6-yl)amino)piperidin-1-yl)prop-2-en-1-one FC1=C(C=CC(=C1)OC1=CC(=NC=C1)NC1COC1)NC1=NC=NC2=CC(=C(C=C12)NC1CCN(CC1)C(C=C)=O)OC([2H])([2H])[2H]